N-(3,6-dimethyl-9H-xanthen-9-yl)-2-oxo-4-propyl-6-(trifluoromethyl)-1,2-dihydropyridine-3-carboxamide CC=1C=CC=2C(C3=CC=C(C=C3OC2C1)C)NC(=O)C=1C(NC(=CC1CCC)C(F)(F)F)=O